3-((6-(Aminomethyl)-3-fluoropyridazin-4-yl)amino)piperidine-2,6-dione NCC1=CC(=C(N=N1)F)NC1C(NC(CC1)=O)=O